COC1=C(N)C=C(C=C1)N1C2CN(C(C1)C2)C 2-methoxy-5-(5-methyl-2,5-diazabicyclo[2.2.1]heptan-2-yl)aniline